C(C)(C)(C)OC(=O)C1(CCC1)C1=NC=CC=C1 (pyridine-2-yl)cyclobutane-1-carboxylic acid tert-butyl ester